ClC1=CC2=C(CCC3=C(N2CCCCNCC=CC(=O)[O-])C=CC(=C3)OCC#C)C=C1 4-[4-(7-chloro-2-prop-2-ynyloxy-10,11-dihydro-dibenzo[b,f]azepin-5-yl)-butylamino]-but-2-enoate